m-vinyl-benzyl chloride C(=C)C=1C=C(CCl)C=CC1